COC1[C@@]23[C@@]([C@H]4CC[C@]5([C@H]([C@@H]4C1)CC[C@@H]5[C@@H](CCC5=NC=CC=C5CO)C)C)(CC[C@@H]2C3)C (2-((3R)-3-((1aR,3aR,3bS,5aR,6R,8aS,8bS,10aR)-10-methoxy-3a,5a-dimethylhexadecahydrocyclopenta[a]cyclopropa[2,3]cyclopenta[1,2-f]naphthalen-6-yl)butyl)pyridin-3-yl)methanol